C(C(C)C)C1=C(C=CC=C1C)C1=CC=CC=C1 isobutyl-3-methyl-[1,1'-biphenyl]